C(C)(C)(C)OC(=O)N1C=CC2=C(C=CC=C12)CN(CC(=O)O)C(=O)OCC1C2=CC=CC=C2C=2C=CC=CC12 2-[({1-[(tert-butoxy)carbonyl]-1H-indol-4-yl}methyl)({[(9H-fluoren-9-yl)methoxy]carbonyl})amino]acetic acid